(S)-(1-(5-chloro-2-(cyclopropylmethoxy)phenethyl)pyrrolidin-3-yl)methanamine difumarate C(\C=C\C(=O)O)(=O)O.C(\C=C\C(=O)O)(=O)O.ClC=1C=CC(=C(CCN2C[C@@H](CC2)CN)C1)OCC1CC1